BrC1=CC(=C(C=C1)N1C[C@H](NCC1)C)[N+](=O)[O-] (R)-1-(4-bromo-2-nitrophenyl)-3-methylpiperazine